CC1=C(OC=2CC3(C4=CN(N=C4C21)CC2=CC=NC=C2)CCC3)C(=O)OCC ethyl 8'-methyl-2'-[(pyridin-4-yl)methyl]-2',5'-dihydrospiro[cyclobutane-1,4'-furo[2,3-g]indazole]-7'-carboxylate